O=C1NC(CCC1NC1=CC=C(C=C1)N1CC2CN(C(C1)C2)C2CCN(CC2)C(=O)OC(C)(C)C)=O tert-butyl 4-(3-(4-((2,6-dioxopiperidin-3-yl)amino)phenyl)-3,6-diazabicyclo[3.2.1]octan-6-yl)piperidine-1-carboxylate